tert-Butyl 4-(1,4-oxazepan-6-ylmethyl)-1H-indazole-1-carboxylate O1CCNCC(C1)CC1=C2C=NN(C2=CC=C1)C(=O)OC(C)(C)C